7-hydroxy-N-methyl-6-(6-{methyl-[(1R,3S,5S)-1,5-dimethyl-9-azabicyclo[3.3.1]nonan-3-yl]amino}pyridazin-3-yl)quinoline-2-carboxamide OC1=C(C=C2C=CC(=NC2=C1)C(=O)NC)C=1N=NC(=CC1)N(C1C[C@]2(CCC[C@@](C1)(N2)C)C)C